N1NNCCCCCCCC(CC1)C(=O)[O-] triazacyclotridecane-11-carboxylate